(R)-2-(2-fluoro-4-(tetrahydrofuran-2-yl)phenyl)benzo[d]imidazo[2,1-b]thiazole-7-carboxylic acid FC1=C(C=CC(=C1)[C@@H]1OCCC1)C=1N=C2SC3=C(N2C1)C=CC(=C3)C(=O)O